(S)-N1-(1-(2-(1-Adamantylmethylamino)-2-oxoethyl)-2-oxo-1,2-dihydropyridin-3-yl)-N6-methyl-2-(3-methylbenzofuran-2-carboxamido)-5-oxohexandiamid C12(CC3CC(CC(C1)C3)C2)CNC(CN2C(C(=CC=C2)NC([C@H](CCC(C(=O)NC)=O)NC(=O)C=2OC3=C(C2C)C=CC=C3)=O)=O)=O